FC1=C(C(=O)C=2C3=C(SC2NC([C@H](C)NC(OCC2=CC=CC=C2)=O)=O)CC(C3)C)C(=CC=C1)F benzyl N-[(1S)-2-[[3-(2,6-difluorobenzoyl)-5-methyl-5,6-dihydro-4H-cyclopenta[b]thiophen-2-yl]amino]-1-methyl-2-oxo-ethyl]carbamate